C(C)(C)(C)OC(=O)N1[C@@H](CN([C@H](C1)C)C=1C=2C(N(C(C1)=O)C)=CN(N2)CC#CC)CC (2R,5S)-4-(2-(but-2-yn-1-yl)-4-methyl-5-oxo-4,5-dihydro-2H-pyrazolo[4,3-b]pyridin-7-yl)-2-ethyl-5-methylpiperazine-1-carboxylic acid tert-butyl ester